3-(2-(2-((4-(6-((4-hydroxy-1-(3-phenylbutanoyl)piperidin-4-yl)methyl)-2-methyl-7-oxo-6,7-dihydro-2H-pyrazolo[4,3-d]pyrimidin-3-yl)benzyl)amino)acetamido)ethoxy)propenamide OC1(CCN(CC1)C(CC(C)C1=CC=CC=C1)=O)CN1C=NC=2C(C1=O)=NN(C2C2=CC=C(CNCC(=O)NCCOC=CC(=O)N)C=C2)C